CC1([C@H](CC1)N)C (2S)-3,3-dimethyl-2-cyclobutylamine